BrC1=CC(=C(C=C1)C[C@@H](C(=O)OC)NC(=O)OC(C)(C)C)OC methyl (S)-3-(4-bromo-2-methoxyphenyl)-2-((tert-butoxycarbonyl)amino)propanoate